C(CCCCCCCCCCC)C1=CC=C(C=C1)OC1=CC=C(C=C1)CCCCCCCCCCCC monododecylphenyl ether